C(C)N(CC)C[C@@H]1[C@@H]([C@@H]2CN(C[C@H]([C@H](CN12)O)O)C(=O)NC1=CC=C(C=C1)OC)C1=CC=C(C=C1)C#CC1=CC=CC=C1 (3S,4R,8R,9S,10S)-10-(diethylaminomethyl)-3,4-dihydroxy-N-(4-methoxyphenyl)-9-[4-(2-phenylethynyl)phenyl]-1,6-diazabicyclo[6.2.0]decane-6-carboxamide